4-(Phenylmethylamino)-3-(2H-tetrazol-5-yl)benzoic acid methyl ester COC(C1=CC(=C(C=C1)NCC1=CC=CC=C1)C=1N=NNN1)=O